FC=1C=C(C=CC1)C1=CC(=CC=C1)C[C@@H]1N(CC[C@@H]1NS(=O)(=O)C)C(=O)C1OCC1 N-((2S,3S)-2-((3'-fluorobiphenyl-3-yl)methyl)-1-(oxetan-2-ylcarbonyl)pyrrolidin-3-yl)methanesulfonamide